(1S,3S,5S)-N-((4-carbamimidoylthiophen-2-yl)methyl)-5-methyl-2-((5-phenyl-pentanoyl)glycyl)-2-azabicyclo[3.1.0]hexane-3-carboxamide C(N)(=N)C=1C=C(SC1)CNC(=O)[C@H]1N([C@H]2C[C@]2(C1)C)C(CNC(CCCCC1=CC=CC=C1)=O)=O